CC1(OC2=C(C1)C=C(C(=C2)C2CCNCC2)NC(=O)C=2C=NN1C2N=CC=C1)C N-[2,2-dimethyl-6-(4-piperidyl)-3H-benzofuran-5-yl]pyrazolo[1,5-a]pyrimidine-3-carboxamide